CC1(OB(OC1(C)C)C=1C=C(C=2N(C1)C=CN2)N2CCOCC2)C 4-(6-(4,4,5,5-tetramethyl-1,3,2-dioxaborolan-2-yl)imidazo[1,2-a]pyridin-8-yl)morpholine